C(C)(C)(C)OC(=O)N1CCN(CC1)C1=CC2=C(C[C@H](CO2)NC(=O)OCC2=CC=CC=C2)C(=C1Br)F 4-[(3R)-3-[[(benzyloxy)carbonyl]amino]-6-bromo-5-fluoro-3,4-dihydro-2H-1-benzopyran-7-yl]piperazine-1-carboxylic acid tert-butyl ester